CN(C=O)CSC1=C(OC=C1)C N-methyl-N-(((2-methylfuran-3-yl)thio)methyl)carboxamide